C(C(C)C)(=O)OCC(C(C(C)C)OC=C(C)C1=CC=CC=C1)(C)C 2,2,4-trimethyl-3-((2-phenylprop-1-en-1-yl)oxy)pentyl isobutyrate